diazole trifluoroacetate FC(C(=O)O)(F)F.N1N=CC=C1